ClC1=CC=C(C(=N1)C(=O)OC(C)(C)C)N[C@H](C)C=1C=C(C=C2C(C(=C(OC12)C1CCC(CC1)(F)F)C)=O)C tert-Butyl 6-chloro-3-[[(1R)-1-[2-(4,4-difluorocyclohex-yl)-3,6-dimethyl-4-oxo-chromen-8-yl]ethyl]amino]-pyridine-2-carboxylate